C1(=CC=CC=C1)C(/C=C/C(=O)[O-])=O (E)-4-phenyl-4-oxo-2-butenoate